CC=1N=CSC1CCOC(C)=O 4-methyl-5-(2-acetoxyethyl)thiazole